The molecule is a member of the class of triazoles, deferasirox is 1,2,4-triazole substituted by a 4-carboxyphenyl group at position 1 and by 2-hydroxyphenyl groups at positions 3 and 5. An orally active iron chelator, it is used to manage chronic iron overload in patients receiving long-term blood transfusions. It has a role as an iron chelator. It is a member of triazoles, a monocarboxylic acid, a member of benzoic acids and a member of phenols. It derives from a 2,2'-(1-phenyl-1H-1,2,4-triazole-3,5-diyl)diphenol. C1=CC=C(C(=C1)C2=NN(C(=N2)C3=CC=CC=C3O)C4=CC=C(C=C4)C(=O)O)O